(5RS)-3-Oxo-2-[3-(trifluoromethyl)benzyl]-2,3,5,6,7,8-hexahydro[1,2,4]triazolo[4,3-a]pyridin O=C1N(N=C2N1CCCC2)CC2=CC(=CC=C2)C(F)(F)F